(1S,3S,5S)-5-methyl-2-((4-phenoxybenzoyl)glycyl)-2-azabicyclo[3.1.0]-hexane-3-carboxylic acid methyl ester COC(=O)[C@H]1N([C@H]2C[C@]2(C1)C)C(CNC(C1=CC=C(C=C1)OC1=CC=CC=C1)=O)=O